FC(OC1=NC=C(C(=C1)B1OC(C(O1)(C)C)(C)C)C)F 2-(difluoromethoxy)-5-methyl-4-(4,4,5,5-tetramethyl-1,3,2-dioxaborolan-2-yl)pyridine